9-(3-(triphenylsilyl)phenyl)-9H-3,9'-bicarbazole C1(=CC=CC=C1)[Si](C=1C=C(C=CC1)N1C2=CC=CC=C2C=2C=C(C=CC12)N1C2=CC=CC=C2C=2C=CC=CC12)(C1=CC=CC=C1)C1=CC=CC=C1